Fmoc-(4-Thiazolyl)alanine C(=O)(OCC1C2=CC=CC=C2C2=CC=CC=C12)N([C@@H](C)C(=O)O)C=1N=CSC1